1-fluoro-2-butene FCC=CC